4-methyl-3-((triisopropyl-silyl)oxy)naphthalen-1-ol CC1=C(C=C(C2=CC=CC=C12)O)O[Si](C(C)C)(C(C)C)C(C)C